alpha-(Boc-amino)-4-hexynoic acid C(=O)(OC(C)(C)C)NC(C(=O)O)CC#CC